CC1=NC2=CC(=CC(=C2C=C1C1=CC=CC=C1)C(C)=O)C 1-(2,7-dimethyl-3-phenylquinolin-5-yl)ethan-1-one